(S)-1-(1-(7,8-difluoro-1-oxo-1,2-dihydroisoquinolin-4-yl)ethyl)-3-(4-fluorobenzyl)-1-methylurea FC1=CC=C2C(=CNC(C2=C1F)=O)[C@H](C)N(C(=O)NCC1=CC=C(C=C1)F)C